tert-butyl (2S,4R)-4-fluoro-2-((3-methyl-6-(2,2,2-trifluoroethoxy)pyridin-2-yl)carbamoyl)pyrrolidine-1-carboxylate F[C@@H]1C[C@H](N(C1)C(=O)OC(C)(C)C)C(NC1=NC(=CC=C1C)OCC(F)(F)F)=O